ClC1=CC=C(C=C1)C1=CC=C(C=C1)CCCNC=1C2=C(N=C(N1)CC)SC(=C2)C N-(3-(4'-chloro-[1,1'-biphenyl]-4-yl)propyl)-2-ethyl-6-methylthieno[2,3-d]pyrimidin-4-amine